(1-cyclopropyl-1H-imidazol-4-yl)[(1R,5S,6r)-6-(4-oxa-5-azaspiro[2.4]hept-5-en-6-yl)-3-azabicyclo[3.1.0]hex-3-yl]methanone C1(CC1)N1C=NC(=C1)C(=O)N1C[C@H]2C([C@H]2C1)C1=NOC2(CC2)C1